N-dodecyl-5-hydroxy-2-methyl-2-(4-methylpent-3-en-1-yl)-7-pentyl-2H-chromene-6-carboxamide C(CCCCCCCCCCC)NC(=O)C=1C(=C2C=CC(OC2=CC1CCCCC)(CCC=C(C)C)C)O